CN(C)CC1=NC2=C(C=CC=C2C=C1)NS(=O)(=O)C1=CC=C(C=C1)NC(OC)=O Methyl (4-(N-(2-((dimethylamino)methyl)quinolin-8-yl)sulfamoyl)phenyl)carbamate